NC(CO)(CO)C=1N=NN(C1)CCCC 2-amino-2-(1-butyl-1H-1,2,3-triazol-4-yl)propane-1,3-diol